C(C)NCSN1CC(C(C1)C1=CC=C(C=C1)F)C(=O)NCCN1CCOCC1 1-(ethylaminomethylthio)-4-(4-fluorophenyl)-N-(2-morpholinoethyl)pyrrolidine-3-carboxamide